2-(3-methylisothiazol-5-yl)acetamide CC1=NSC(=C1)CC(=O)N